ClC1=C(C#N)C=CC(=C1)N1CC2(C[C@@H]1C)CCN(CC2)C2=CC=C(C=C2)C(=O)N2CCC1(CC(C1)N1CCN(CC1)C1=CC=C(C=C1)[C@@H]1C(NC(CC1)=O)=O)CC2 2-Chloro-4-((S)-8-(4-(2-(4-(4-((R)-2,6-dioxo-piperidin-3-yl)phenyl)-piperazin-1-yl)-7-aza-spiro[3.5]nonane-7-carbonyl)phenyl)-3-methyl-2,8-diazaspiro[4.5]decan-2-yl)benzonitrile